C12(CC3CC(CC(C1)C3)C2)P(C2=C(C=CC=C2)N2CCOCC2)C23CC1CC(CC(C2)C1)C3 di-(1-adamantyl)-2-morpholinophenylphosphine